CN(C[C@@H]([C@@H](CC)C=1C=C(C=CC1)O)C)C (1R,2R)-3-(3-dimethylamino-1-ethyl-2-methylpropyl)phenol